BrC1=C(C(N(C=C1)CC(C)(C)O)=O)OC1=C(C=CC=C1C)C 4-bromo-3-(2,6-dimethylphenoxy)-1-(2-hydroxy-2-methylpropyl)pyridin-2(1H)-one